C(C)OC(=O)C1C(CCN2C1COCC2)=C=O 8-carbonyl-octahydro-pyrido[2,1-c][1,4]oxazine-9-carboxylic acid ethyl ester